1-(3-(4-Amino-5-iodopyrrolo[2,1-f][1,2,4]triazin-7-yl)pyrrolidin-1-yl)propan NC1=NC=NN2C1=C(C=C2C2CN(CC2)CCC)I